N-((3-nitro-4-(((tetrahydro-2H-pyran-4-yl)methyl)amino)phenyl)sulfonyl)-2',3',4',5'-tetrahydro-[1,1'-biphenyl]-4-carboxamide [N+](=O)([O-])C=1C=C(C=CC1NCC1CCOCC1)S(=O)(=O)NC(=O)C1=CC=C(C=C1)C=1CCCCC1